2H-isothiazole-3-one S1NC(C=C1)=O